14-methylpentadecylic acid CC(CCCCCCCCCCCCC(=O)O)C